CC1=CC=CC(=N1)C=1C=C(C(=CC1)C1=CC=CC=C1)C1=CC=CC=C1 4'-(6-methylpyridin-2-yl)-[1,1':2',1''-terphenyl]